The molecule is an apo carotenoid monoterpenoid that is alpha-ionone with a hydroxy substituent at position 3. It is an enone, a methyl ketone, a secondary alcohol and an apo carotenoid monoterpenoid. It derives from an alpha-ionone. CC1=CC(CC(C1/C=C/C(=O)C)(C)C)O